CCCCC1C(=O)NN(C1=O)C2=CC=CC=C2 The molecule is a pyrazolidine that is phenylbutazone lacking one of the phenyl substituents. It is used for treatment of joint and muscular pain. It has a role as a non-steroidal anti-inflammatory drug and a non-narcotic analgesic.